COC(C1=NC=C(C=C1)C#CC)=O 5-(prop-1-yn-1-yl)picolinic acid methyl ester